(Z)-1-(1-(1H-pyrazol-3-yl)propan-2-yl)-2-cyano-3-((S)-2-(dimethylamino)-3-phenylpropyl)guanidine N1N=C(C=C1)CC(C)N\C(=N/C#N)\NC[C@H](CC1=CC=CC=C1)N(C)C